BrC1=CC(=C(C(=N1)C(C)=O)Cl)[Si](CC)(CC)CC 1-(6-bromo-3-chloro-4-(triethylsilyl)pyridin-2-yl)ethanone